tert-butyl (2S,4S)-4-[(7-[((R)-1-methoxypropan-2-yl)carbamoyl]-5-{[2-(trimethylsilyl)eth-oxy]methyl}-5H-pyrrolo[2,3-b]pyrazin-2-yl)amino]-2-methylpiperidine-1-carboxylate COC[C@@H](C)NC(=O)C1=CN(C2=NC=C(N=C21)N[C@@H]2C[C@@H](N(CC2)C(=O)OC(C)(C)C)C)COCC[Si](C)(C)C